tert-Butyl 3-(6-((4-(2-(3-chlorobenzyl)-5-methyloxazol-4-yl)phenoxy)methyl)nicotinoyl)-3,8-diazabicyclo[3.2.1]octane-8-carboxylate ClC=1C=C(CC=2OC(=C(N2)C2=CC=C(OCC3=NC=C(C(=O)N4CC5CCC(C4)N5C(=O)OC(C)(C)C)C=C3)C=C2)C)C=CC1